6-[[tert-butyl-(dimethyl)silyl]oxymethyl]-4-methyl-6,7-dihydro-5H-cyclopenta[b]pyridin-2-amine C(C)(C)(C)[Si](OCC1CC=2C(=NC(=CC2C)N)C1)(C)C